ICC1(CN(C1)C(=O)OC(C)(C)C)C tert-Butyl 3-(iodomethyl)-3-methylazetidine-1-carboxylate